C(=O)(O)CCCCN(CCC1=C(C=CC(=C1)F)OCC1=CC=C(C=C1)C=1OC2=C(N1)C=C(C=C2)Cl)C=2C(=NC=1CCCCC1C2)C(=O)O (s)-{(4-carboxybutyl)[2-(2-{[4-(5-chloro-1,3-benzoxazol-2-yl)benzyl]oxy}-5-fluorophenyl)ethyl]-amino}-5,6,7,8-tetrahydroquinoline-2-carboxylic acid